6-(difluoromethoxy)-2-methyl-1,2,3,4-tetrahydroisoquinolin-7-amine FC(OC=1C=C2CCN(CC2=CC1N)C)F